BrC=1C(=NC=C(C1C)C(F)(F)F)OC1=CC=C(C(=C1CO[Si](C)(C)C(C)(C)C)F)F [6-[[3-bromo-4-methyl-5-(trifluoromethyl)-2-pyridyl]oxy]-2,3-difluoro-phenyl]methoxy-tert-butyl-dimethyl-silane